7-cyclopropyl-4-methylsulfonyl-thieno[3,2-d]pyrimidine C1(CC1)C1=CSC2=C1N=CN=C2S(=O)(=O)C